n-Butylamine C(CCC)N